6-(3-bromo-5-chloro-4-hydroxyphenyl)-5-methyl-4,5-dihydro-2H-pyridazin-3-one BrC=1C=C(C=C(C1O)Cl)C=1C(CC(NN1)=O)C